N1=NC=NC=C1C#N 1,2,4-triazine-6-Formonitrile